N-[(4R)-2-ethyl-3-oxo-isoxazolidin-4-yl]-2-[(2S)-2-[methoxymethyl-(trifluoromethylsulfonyl)amino]propoxy]-5-methyl-pyridine-4-carboxamide C(C)N1OC[C@H](C1=O)NC(=O)C1=CC(=NC=C1C)OC[C@H](C)N(S(=O)(=O)C(F)(F)F)COC